C(C1=CC=CC=C1)N1CC(CC1)(C=O)CCl benzyl-3-(chloromethyl)pyrrolidine-3-carbaldehyde